ClC1=C2C(NC(C2=CC=C1)=O)(C)C 4-chloro-3,3-dimethylisoindolin-1-one